sodium (2S,2'S,3S,3'S)-4,4'-disulfanediylbis(2,3-diazidobutane-1-sulfinate) S(SC[C@H]([C@@H](CS(=O)[O-])N=[N+]=[N-])N=[N+]=[N-])C[C@H]([C@@H](CS(=O)[O-])N=[N+]=[N-])N=[N+]=[N-].[Na+].[Na+]